1,3-dioxoisoindole-5-carboxamide O=C1NC(C2=CC(=CC=C12)C(=O)N)=O